COC1=C(C=C(C=C1)C(F)(F)F)C(C)NC(=O)NC1CC2(CC2)C1 1-[1-(2-Methoxy-5-trifluoromethyl-phenyl)-ethyl]-3-spiro[2.3]hex-5-yl-urea